cyclopropylmethyl (1-(5-(3-cyano-6-ethoxypyrazolo[1,5-a]pyridin-4-yl)pyridin-2-yl)-4-methylpiperidin-4-yl)carbamate C(#N)C=1C=NN2C1C(=CC(=C2)OCC)C=2C=CC(=NC2)N2CCC(CC2)(C)NC(OCC2CC2)=O